BrC1=CC(=C2C=NNC2=C1)C=1N=NN(C1)CC=1N=C2N(C=C(C=C2)CNCC2CCCCC2)C1 [(2-{[4-(6-bromo-1H-indazol-4-yl)-1H-1,2,3-triazol-1-yl]methyl}imidazo[1,2-a]pyridin-6-yl)methyl](cyclohexylmethyl)amine